COC1=C(C#N)C(=CC(=N1)C1=CC=CC=C1)C1=CC=CC=C1 2-Methoxy-4,6-diphenyl-nicotinonitrile